COC(=O)C1=C(C=CC=C1)C=1CN(CC1)C(=O)OC(C)(C)C tert-butyl 3-(2-(methoxycarbonyl) phenyl)-2,5-dihydro-1H-pyrrole-1-carboxylate